trans-4-((4-(2-Cyclopropyloxazol-4-yl)pyridin-2-yl)-((trans-4-(5-methoxy-6-methylpyridin-2-yl)cyclohexyl)meth-yl)carbamoyl)cyclohexyl (2-hydroxy-propyl)(methyl)carbamate OC(CN(C(O[C@@H]1CC[C@H](CC1)C(N(C[C@@H]1CC[C@H](CC1)C1=NC(=C(C=C1)OC)C)C1=NC=CC(=C1)C=1N=C(OC1)C1CC1)=O)=O)C)C